FC(OC=1C(=CC(=NC1)C(=O)NC=1C=NC(=C(C1)C=1C=NC2=CC(=NC=C2C1)NC)C)C)F 5-(difluoromethoxy)-4-methyl-N-(6-methyl-5-(7-(methylamino)-1,6-naphthyridin-3-yl)pyridin-3-yl)picolinamide